C(N)(OC[C@@]1(N(CCC1)C(=O)C=1SC(=NN1)C=1C=NC(=CC1NC(C)C)Cl)C(C)(C)C)=O (S)-((tert-butyl 1-(5-(6-chloro-4-(isopropylamino) pyridin-3-yl)-1,3,4-thiadiazole-2-carbonyl) pyrrolidin-2-yl) methyl) carbamate